C(C)(C)(C)OC(=O)NC=1SC2=C(N1)C(=CC=C2)B(O)O {2-[(tert-butoxycarbonyl)amino]-1,3-benzothiazol-4-yl}boronic acid